N-((4-hydroxypiperidin-4-yl)methyl)-5-(3-(5-(methoxymethyl)-2-(trifluoromethyl)benzyl)ureido)-1-phenyl-1H-pyrazole-3-carboxamide OC1(CCNCC1)CNC(=O)C1=NN(C(=C1)NC(=O)NCC1=C(C=CC(=C1)COC)C(F)(F)F)C1=CC=CC=C1